C1(CC1)C1=C(C(=NO1)C1=C(C=CC=C1F)F)COC1C(CNCC1)(F)F 4-((5-cyclopropyl-3-(2,6-difluorophenyl)isoxazol-4-yl)methoxy)-3,3-difluoropiperidin